FC1=NN2C(N=CC3=C2C2(C(C3C(=O)O)CC2)C)=C1 2-fluoro-8a-methyl-6a,7,8,8a-tetrahydro-6H-cyclobuta[3,4]cyclopenta[1,2-e]pyrazolo[1,5-a]pyrimidine-6-carboxylic acid